C(C)OC=1C=C(C=CC1OC)[C@@H](CS(=O)(=O)C)N1C(C2=CC=CC(=C2C1=O)N)=O (S)-2-[1-(3-ethoxy-4-methoxyphenyl)-2-methylsulfonylethyl]-4-aminoisoindoline-1,3-dione